C1(CC1)C=1C(NC=CC1)=O cyclopropyl-pyridone